FC=1C(=C(C=CC1)C1CCN(CC1)C(=O)C1=NNC=2CNCCC21)C(F)(F)F (4-(3-fluoro-2-(trifluoromethyl)phenyl)piperidin-1-yl)(4,5,6,7-tetrahydro-1H-pyrazolo[3,4-c]pyridin-3-yl)methanone